O=C1N(CCC(N1)=O)C=1C=CC(=NC1)OCCCC1(CN(CC(N1)C)C(=O)[O-])C 3-((5-(2,4-dioxotetrahydropyrimidin-1(2H)-yl) pyridin-2-yloxy) propyl)-3,5-dimethylpiperazine-1-carboxylate